6-(5,6-Dihydro-4H-pyrrolo[4,3-c]pyrazol-2-yl)-2-methyl-4-(2-methylpropyl)benzene-1-carbonitrile hydrochloride Cl.N=1N(C=C2C1CNC2)C2=CC(=CC(=C2C#N)C)CC(C)C